difluoro(oxalic acid) sodium borate B([O-])([O-])[O-].[Na+].FOC(C(=O)OF)=O.[Na+].[Na+]